N-(2-methyl-1-phenylpropan-2-yl)thieno[3,2-b]pyridine-6-carboxamide CC(CC1=CC=CC=C1)(C)NC(=O)C=1C=C2C(=NC1)C=CS2